tert-butyl((1S,4S)-4-((7-tosyl-7H-pyrrolo[2,3-d]pyrimidin-4-yl)amino)cyclohexyl)carbamate C(C)(C)(C)OC(NC1CCC(CC1)NC=1C2=C(N=CN1)N(C=C2)S(=O)(=O)C2=CC=C(C)C=C2)=O